C1(CCCC1)O[Ge] cyclopentoxygermanium